NC=1C=2N(C=CN1)C(=CN2)C=2C=CC(=C(C2)S(=O)(=O)NCC2(CCOCC2)CO)F 5-(8-aminoimidazo[1,2-a]pyrazin-3-yl)-2-fluoro-N-((4-(hydroxymethyl)tetrahydro-2H-pyran-4-yl)methyl)benzenesulfonamide